2,6-bisbenzyloxy-3-(4-(4-(dimethoxymethyl)piperidin-1-yl)phenyl)pyridine C(C1=CC=CC=C1)OC1=NC(=CC=C1C1=CC=C(C=C1)N1CCC(CC1)C(OC)OC)OCC1=CC=CC=C1